NC=1C=C(C=CC1)OC m-aminoanisole